1-((2-oxabicyclo[2.1.1]hexan-1-yl)methyl)-3-methyl-4-(trifluoromethyl)-1H-pyrazole-5-carboxylic acid C12(OCC(C1)C2)CN2N=C(C(=C2C(=O)O)C(F)(F)F)C